2-(2-methyl-1H-pyrrolo[2,3-c]pyridin-3-yl)ethane-1-amine CC1=C(C=2C(=CN=CC2)N1)CCN